4-acetoxyphenylbenzylmethylsulfonium tetrakis(pentafluorophenyl)borate FC1=C(C(=C(C(=C1[B-](C1=C(C(=C(C(=C1F)F)F)F)F)(C1=C(C(=C(C(=C1F)F)F)F)F)C1=C(C(=C(C(=C1F)F)F)F)F)F)F)F)F.C(C)(=O)OC1=CC=C(C=C1)[S+](C)CC1=CC=CC=C1